Methyloxyphenyltriazine COC=1C(=NN=NC1)C1=CC=CC=C1